(1s,3s)-3-({1-[2-(difluoromethyl)-4-(trifluoromethyl)phenyl]pyrrolo[1,2-d][1,2,4]triazin-4-yl}amino)-1-methylcyclobutan-1-ol FC(C1=C(C=CC(=C1)C(F)(F)F)C=1C=2N(C(=NN1)NC1CC(C1)(O)C)C=CC2)F